[Cl-].C[NH+](CC=CCC)C Dimethylethylallylammonium chloride